{1-[4-(4-cyclobutoxy-6-methyl-pyrimidin-2-yl)-2,6-difluoro-phenyl]-pyrrolidin-3-yl}-acetic acid C1(CCC1)OC1=NC(=NC(=C1)C)C1=CC(=C(C(=C1)F)N1CC(CC1)CC(=O)O)F